2-cyanoethylaminopropyl-methyl-dimethoxysilane C(#N)CCNCCC[Si](OC)(OC)C